ethanone chloride [Cl-].C(C)=O